E,Z-10,12-hexadecadienol C(CCCCCCCC\C=C\C=C/CCC)O